2-(2-fluoro-4-methylphenyl)-5-(3-methyl-1H-pyrazol-4-yl)-1H-pyrrole-3-carboxamide FC1=C(C=CC(=C1)C)C=1NC(=CC1C(=O)N)C=1C(=NNC1)C